6-((R)-2-((1-((1s,4S)-4-Aminocyclohexyl)-2-methylpropan-2-yl)amino)-1-hydroxyethyl)picolinonitrile NC1CCC(CC1)CC(C)(C)NC[C@@H](O)C1=CC=CC(=N1)C#N